methyl 3-(2-((tert-butoxycarbonyl)(2-hydroxyethyl)amino)-1-hydroxyethyl)-4-methylbenzoate C(C)(C)(C)OC(=O)N(CC(O)C=1C=C(C(=O)OC)C=CC1C)CCO